CN1N=C(C=2N=C(N=C(C21)NC(=O)C=2SC(=CC2)[N+](=O)[O-])C2=CC=C(C=C2)C(F)(F)F)CCC N-(1-methyl-3-propyl-5-(4-(trifluoromethyl)phenyl)-1H-pyrazolo[4,3-d]pyrimidin-7-yl)-5-nitrothiophene-2-carboxamide